Dipropyl Sulfone C(CC)S(=O)(=O)CCC